CC(C/C=C/C)C (E)-5-methylhex-2-ene